2-amino-4-(2-bromoethyl)-3-fluorophenol NC1=C(C=CC(=C1F)CCBr)O